6-chloro-5-ethyl-N-[(3R)-3-piperidinyl]pyridazin-3-amine ClC1=C(C=C(N=N1)N[C@H]1CNCCC1)CC